C(=CCC)O butenyl alcohol